C(=C)[Si](O[Si](O[SiH3])(C=C)C=C)(O[SiH3])C=C tetravinyl-tetrasiloxane